CC(CCNC(=O)C1CN(C1)C1=CC=C2C(C(=CN(C2=N1)C=1SC=CN1)C(=O)O)=O)C 7-{3-[(3-methylbutyl)carbamoyl]azetidin-1-yl}-4-oxo-1-(1,3-thiazol-2-yl)-1,4-dihydro-1,8-naphthyridine-3-carboxylic acid